F[N+]1=CC=CC=C1 fluoro-pyridinium